4-[[3-(4-chlorophenyl)imidazo[1,2-a]pyrazin-8-yl]amino]-N,2-dimethylbenzamide ClC1=CC=C(C=C1)C1=CN=C2N1C=CN=C2NC2=CC(=C(C(=O)NC)C=C2)C